1-heptyl-4-propylpiperidinium methanesulfonate CS(=O)(=O)[O-].C(CCCCCC)[NH+]1CCC(CC1)CCC